4-[7-[6-cyano-5-(trifluoromethyl)pyridin-3-yl]-8-oxo-6-sulfanylidene-5,7-diazaspiro[3.4]octan-5-yl]-2-fluoro-N-methylbenzamide C(#N)C1=C(C=C(C=N1)N1C(N(C2(CCC2)C1=O)C1=CC(=C(C(=O)NC)C=C1)F)=S)C(F)(F)F